NC1=C2C(=NC=N1)NN=C2C2=CC=C(CNC(C1=C(C=CC(=C1)F)OC)=O)C=C2 N-(4-(4-amino-1H-pyrazolo[3,4-d]pyrimidin-3-yl)benzyl)-5-fluoro-2-methoxybenzamide